4-[2-[(1-Methylimidazol-4-yl)amino]-4-pyridyl]-6-[2-(trifluoromethyl)phenyl]-1H-pyridin-2-on CN1C=NC(=C1)NC1=NC=CC(=C1)C1=CC(NC(=C1)C1=C(C=CC=C1)C(F)(F)F)=O